C(CCCCCCCCCCCCC)OCC(=O)OC1=CCC2=CC(=C(C=C12)OC)OC 5,6-dimethoxy-1H-inden-3-yl 2-(tetradecyloxy)acetate